1-(6-methoxy-5-((7-methyl-quinolin-4-yl)-amino)pyridin-2-yl)-1H-pyrazole-4-carbonitrile COC1=C(C=CC(=N1)N1N=CC(=C1)C#N)NC1=CC=NC2=CC(=CC=C12)C